FC=1C=C(C=NC1)C=1C=C(C=CC1)[C@H](C)N1C(N=CC=C1C=1C=CC2=C(C(=CO2)C)C1)C N-[(1S)-1-[3-(5-fluoropyridin-3-yl)phenyl]ethyl]-2-methyl-6-(3-methyl-1-benzofuran-5-yl)pyrimidin